N1N=NN=C1C1=CC=C(C=C1)B(O)O 4-(TETRAZOL-5-YL)PHENYLBORONIC ACID